2-(1-(3-benzamidophenyl)-1H-1,2,3-triazol-4-yl)isonicotinic acid C(C1=CC=CC=C1)(=O)NC=1C=C(C=CC1)N1N=NC(=C1)C=1C=C(C(=O)O)C=CN1